3-Sulfanylpropanoate SCCC(=O)[O-]